2,5-bis(cyclopropylethynyl)nicotinic acid methyl ester COC(C1=C(N=CC(=C1)C#CC1CC1)C#CC1CC1)=O